C(C1=CC=CC=C1)N(CCCCOC1CCN(CC1)C(=O)OC(C)(C)C)CC1=CC=CC=C1 tert-butyl 4-[4-(dibenzylamino)butoxy]piperidine-1-carboxylate